C(C)(C)OC1=C(C=C(CCNC(OC(C)(C)C)=O)C=C1)OC tert-Butyl 4-isopropoxy-3-methoxyphenethylcarbamate